N-(4-tert-butylphenyl)-4-(3-chloropyridin-2-yl)tetrahydropyrazin-1(2H)-carboxamide C(C)(C)(C)C1=CC=C(C=C1)NC(=O)N1CCN(CC1)C1=NC=CC=C1Cl